3-((2S)-2-hydroxy-3-(8-(2-oxo-2,3-dihydrobenzo[d]thiazol-6-sulfonyl)-1-oxa-8-azaspiro[4.5]dec-3-ylamino)propoxy)-N-methylbenzenesulfonamide O[C@H](COC=1C=C(C=CC1)S(=O)(=O)NC)CNC1COC2(C1)CCN(CC2)S(=O)(=O)C2=CC1=C(NC(S1)=O)C=C2